C[C@H](CCCC(C)C)[C@H]1CC[C@@H]2[C@@]1(CCC3=C2CC[C@@H]4[C@@]3(CC[C@@H]([C@@]4(C)CO)O)C)C The molecule is a 3beta-sterol that is 5alpha-cholest-8-en-3beta-ol carrying hydroxymethyl and methyl substituents at position 4. It has a role as a human metabolite. It is a cholestanoid and a 3beta-sterol.